2-[4-[5-amino-4-cyano-1-(1-methylcyclopropyl)pyrazol-3-yl]phenyl]-N-[3-(3,3-dimethylcyclobutyl)-1,2-oxazol-5-yl]acetamide NC1=C(C(=NN1C1(CC1)C)C1=CC=C(C=C1)CC(=O)NC1=CC(=NO1)C1CC(C1)(C)C)C#N